(3-(2-chloro-4-(trifluoromethyl)phenoxy)-4-nitrophenyl)(5-hydroxy-1,3-dimethyl-1H-pyrazol-4-yl)methanone ClC1=C(OC=2C=C(C=CC2[N+](=O)[O-])C(=O)C=2C(=NN(C2O)C)C)C=CC(=C1)C(F)(F)F